OC1(CC(C1)C(=O)N1CC2(C1)C[C@@H](CC2)C2=CC(=NN2C)C(F)(F)F)C |r| (rac)-((1s,3s)-3-hydroxy-3-methylcyclobutyl)(6-(1-methyl-3-(trifluoromethyl)1H-pyrazol-5-yl)-2-azaspiro[3.4]Oct-2-yl)methanone